1-hydroxybenzotriazol ON1N=NC2=C1C=CC=C2